NC1=CC=C(OC2=C(C(=O)NC3=CC=C(C=C3)N=NC3=CC=CC=C3)C(=CC=C2)OC2=CC=C(C=C2)N)C=C1 2,6-di(p-aminophenoxy)-N-[4-(phenylazo)phenyl]benzamide